bis-[(E)-7-[4-(4-fluorophenyl)-6-isopropyl-2-[methyl-(methylsulfonyl)amino]-pyrimidin-5-yl](3r,5s)-3,5-dihydroxyhept-6-enoic acid] Calcium salt [Ca+2].FC1=CC=C(C=C1)C1=NC(=NC(=C1/C=C/[C@H](C[C@H](CC(=O)[O-])O)O)C(C)C)N(S(=O)(=O)C)C.FC1=CC=C(C=C1)C1=NC(=NC(=C1/C=C/[C@H](C[C@H](CC(=O)[O-])O)O)C(C)C)N(S(=O)(=O)C)C